4-(6-methoxy-benzoimidazol-1-yl)-aniline COC=1C=CC2=C(N(C=N2)C2=CC=C(N)C=C2)C1